C(C#C)C(C(=O)O)=C.C(C#C)OC(C=C)=O prop-2-yn-1-yl-acrylate (propargyl acrylate)